CC=1C=CC(=C(C1)N1/C(/SCC1=O)=N/C(=O)NC1=C(C=C(C=C1)C1=NN(C=N1)C1=CC=C(C=C1)C(F)(F)F)C)CCC (Z)-1-(3-(5-methyl-2-propylphenyl)-4-oxothiazolidin-2-ylidene)-3-(2-methyl-4-(1-(4-(trifluoromethyl)phenyl)-1H-1,2,4-triazol-3-yl)phenyl)urea